N-(2-chloro-1-(4-(2-ethoxyethyl)phenyl)ethyl)-2,6-difluorobenzamide ClCC(C1=CC=C(C=C1)CCOCC)NC(C1=C(C=CC=C1F)F)=O